8-(1-hydroxyethyl)thieno[3',2':4,5]pyrrolo[1,2-d][1,2,4]triazin-5(6H)-one OC(C)C1=NNC(C=2N1C1=C(C2)C=CS1)=O